C1(=CC=CC=C1)C=1C=C(C=CC1OCCO)C1(C2=CC=CC=C2C=2C=CC=CC12)C1=CC(=C(C=C1)OCCO)C1=CC=CC=C1 9,9-bis[3-phenyl-4-(2-hydroxyethoxy)-phenyl]fluorene